Cl[13C]1=[13CH][13CH]=[13CH][13CH]=[13CH]1 chlorobenzene-13C6